dipalladium(0) chloroform C(Cl)(Cl)Cl.[Pd].[Pd]